N-[(6-Amino-2-pyridyl)sulfonyl]-6-(3-fluoro-5-isobutoxyphenyl)-2-[4-(4-pyridyl)butoxy]pyridin-3-carboxamid NC1=CC=CC(=N1)S(=O)(=O)NC(=O)C=1C(=NC(=CC1)C1=CC(=CC(=C1)OCC(C)C)F)OCCCCC1=CC=NC=C1